C(CCC)C(C(=O)OCC1CO1)=C glycidyl α-n-butylacrylate